(1S,2S)-2-fluoro-N-(3-(6-((S)-1-hydroxybutyl-1-d)-4-methylpyridin-3-yl)-1-methyl-2-oxo-1,2-dihydro-1,6-naphthyridin-7-yl)cyclopropane-1-carboxamide F[C@@H]1[C@@H](C1)C(=O)NC1=NC=C2C=C(C(N(C2=C1)C)=O)C=1C=NC(=CC1C)[C@@](CCC)([2H])O